The molecule is a calcheamicin in which contains 3-O-methyl-alpha-L-rhamnosyl, 2,6-dideoxy-4-thio-beta-D-ribo-hexopyranosyl, and 4-amino-4,6-dideoxy-2-O-[2,4-dideoxy-4-(ethylamino)-3-O-methyl-alpha-L-threo-pentopyranosyl]-alpha-L-idopyranose units and in which the aromatic ring contains an iodo substituent. It has a role as a metabolite and an antineoplastic agent. It is an organoiodine compound, a calicheamicin and an enediyne antibiotic. CCN[C@H]1CO[C@H](C[C@@H]1OC)O[C@@H]2[C@H]([C@@H]([C@@H](O[C@H]2O[C@H]3C#C/C=C\\C#C[C@@]\\4(CC(=O)C(=C3/C4=C\\CSSSC)NC(=O)OC)O)C)NO[C@H]5C[C@@H]([C@@H]([C@H](O5)C)SC(=O)C6=C(C(=C(C(=C6OC)OC)O[C@H]7[C@@H]([C@@H]([C@H]([C@@H](O7)C)O)OC)O)I)C)O)O